N-[(5-methylthiophen-2-yl)methyl]-3-[(6-phenylpyridazin-3-yl)amino]benzamide CC1=CC=C(S1)CNC(C1=CC(=CC=C1)NC=1N=NC(=CC1)C1=CC=CC=C1)=O